1-(1-Methyldihydroindolin-4-yl)-5-(trifluoromethyl)-1H-pyrazole-4-carbonyl chloride CN1CCC2C(C=CC=C12)N1N=CC(=C1C(F)(F)F)C(=O)Cl